O=CCCCCCCCCCCC(CCCCCCCCCCC(=O)O)(C(=O)O)C(=O)O 22-oxodocosane-1,11,11-tricarboxylic acid